N-(4-phenylaminophenyl)maleimide C1(=CC=CC=C1)NC1=CC=C(C=C1)N1C(C=CC1=O)=O